FC1=C(C=C(C=C1)F)[C@@H]1N(CCC1)C1=NC=2N(C=C1)N=CC2C=2N=NN(C2)CC(=O)N2CCN(CC2)C(=O)OC(C)(C)C tert-butyl (R)-4-(2-(4-(5-(2-(2,5-difluorophenyl)pyrrolidin-1-yl)pyrazolo[1,5-a]pyrimidin-3-yl)-1H-1,2,3-triazol-1-yl)acetyl)piperazine-1-carboxylate